N-(1-(3,4-dimethylphenyl)-2-(p-toluenesulfonyl)vinyl)methacrylamide CC=1C=C(C=CC1C)C(=CS(=O)(=O)C1=CC=C(C)C=C1)NC(C(=C)C)=O